2-methyl-5-((3-(trifluoromethyl)-1H-pyrazol-4-yl)methoxy)benzofuran-3-carboxylic acid CC=1OC2=C(C1C(=O)O)C=C(C=C2)OCC=2C(=NNC2)C(F)(F)F